C(C1=CC=CC=C1)OC=1C2=C(N=C(N1)C=1C=C(C=3N(N1)C=C(N3)C)C)C=NN2C2CCN(CC2)C(=O)OC(C)(C)C tert-butyl 4-(7-(benzyloxy)-5-(2,8-dimethylimidazo[1,2-b]pyridazin-6-yl)-1H-pyrazolo[4,3-d]pyrimidin-1-yl)piperidine-1-carboxylate